C(C(=O)O)(=O)O.C(C)(C)(C)OC(=O)CCCCCCC.FC(Cl)F difluoromonochloromethane Tert-butyl-heptane-1-carboxylate oxalate